4-Chloro-2-((furan-3-ylmethyl)amino)benzoic Acid ClC1=CC(=C(C(=O)O)C=C1)NCC1=COC=C1